C[14CH2]O ethanol-14C